C(C)(C)(C)OC(=O)N1C(N([C@@H](C1)C(N(C)C1=C(C(=C(C=C1)F)Cl)F)=O)C1=CC(=C2C(=N1)SC=N2)SC)=O (S)-4-((3-chloro-2,4-difluorophenyl)(Methyl)carbamoyl)-3-(7-(methylthio)thiazolo[5,4-b]pyridin-5-yl)-2-oxoimidazolidine-1-carboxylic acid tert-butyl ester